NC1=C(C([C@@](O1)([2H])C1=CC(=C(C(=O)OC)C=C1)F)=O)OS(=O)(=O)C([2H])([2H])C1=CC=C(C=C1)F methyl (R)-4-(5-amino-4-((((4-fluorophenyl)methyl-d2)sulfonyl)oxy)-3-oxo-2,3-dihydrofuran-2-yl-2-d)-2-fluorobenzoate